P(=O)(OCC=C(C)CCC=C(C)CCC=C(C)C)([O-])[O-] trans,trans-farnesyl monophosphate